(3S,4S)-8-[6-amino-5-[(2-amino-3-chloro-4-pyridinyl)thio]-2-pyrazinyl]-3-methyl-2-oxa-8-azaspiro[4.5]decan-4-amine NC1=C(N=CC(=N1)N1CCC2([C@@H]([C@@H](OC2)C)N)CC1)SC1=C(C(=NC=C1)N)Cl